(E)-3-(4-bromophenyl)-1-(4-(2,2-difluorobenzo[d][1,3]dioxol-5-carbonyl)piperazin-1-yl)prop-2-en-1-one BrC1=CC=C(C=C1)/C=C/C(=O)N1CCN(CC1)C(=O)C1=CC2=C(OC(O2)(F)F)C=C1